5-(3-(1-cyclopropylpiperidin-3-yl)azetidin-1-yl)-N-(8-fluoro-2-methylimidazo[1,2-a]pyridin-6-yl)pyrazine-2-carboxamide C1(CC1)N1CC(CCC1)C1CN(C1)C=1N=CC(=NC1)C(=O)NC=1C=C(C=2N(C1)C=C(N2)C)F